1-(2-Chlorophenyl)-7-cyclopropyl-4-(pyridin-3-ylamino)quinazolin-2(1H)-one ClC1=C(C=CC=C1)N1C(N=C(C2=CC=C(C=C12)C1CC1)NC=1C=NC=CC1)=O